FC(OC1=C(C=C(C=C1)N1N=C(C(C1=O)C(=O)OC1=CC=C(C=C1)[N+](=O)[O-])C)C1=NOC(=N1)C)F 4-nitrophenyl 1-(4-(difluoromethoxy)-3-(5-methyl-1,2,4-oxadiazol-3-yl)phenyl)-3-methyl-5-oxo-4,5-dihydro-1H-pyrazole-4-carboxylate